2-(8-(1-(2,2-difluoroethyl)-1H-pyrazolo[3,4-b]pyrazin-6-yl)-3-oxo-2-(2-(trifluoromethyl)pyridin-4-yl)-2,8-diazaspiro[4.5]decan-1-yl)acetaldehyde FC(CN1N=CC=2C1=NC(=CN2)N2CCC1(CC(N(C1CC=O)C1=CC(=NC=C1)C(F)(F)F)=O)CC2)F